1-(4-(2-(2,6-dimethylpyridin-4-yl)-3-isopropyl-1H-indol-5-yl)piperidin-1-yl)-2-((2S,4S)-2-(hydroxymethyl)-4-(trifluoromethyl)pyrrolidin-1-yl)ethan-1-one CC1=NC(=CC(=C1)C=1NC2=CC=C(C=C2C1C(C)C)C1CCN(CC1)C(CN1[C@@H](C[C@@H](C1)C(F)(F)F)CO)=O)C